N-(2-(1-(2,2-difluoroethyl)-2-methylpiperidin-3-yl)thieno[2,3-b]pyridin-4-yl)benzo[d]thiazol-5-amine FC(CN1C(C(CCC1)C1=CC=2C(=NC=CC2NC=2C=CC3=C(N=CS3)C2)S1)C)F